[3-(dimethylamino)-2-(3-oxobutanoyloxy)propyl]3-oxobutanoate CN(CC(COC(CC(C)=O)=O)OC(CC(C)=O)=O)C